O.Cl.Cl.C(C)(=O)O.C(C)(=O)O diacetate dihydrochloride monohydrate